mercaptofluorobenzene methyl-α-cyano-β-methyl-p-methoxycinnamate COC(C(=C(C1=CC=C(C=C1)OC)C)C#N)=O.SC1=C(C=CC=C1)F